3-(2-oxo-1,2-dihydropyridin-4-yl)pyrrolidin-1-ium chloride [Cl-].O=C1NC=CC(=C1)C1C[NH2+]CC1